C1(CC1)C1=NN2C(=NC(=CC2=N1)NC(C)=O)C=1OC(=CC1)C N-[2-cyclopropyl-5-(5-methylfuran-2-yl)-[1,2,4]triazolo[1,5-c]pyrimidin-7-yl]acetamide